ethyl-phenyl-[(dimethylsiloxy)dimethyl-siloxy]silane C(C)[SiH](O[Si](C)(C)O[SiH](C)C)C1=CC=CC=C1